(R)-2-(5-(6-chloro-3-(1H-imidazol-1-yl)-5-methoxy-1-methyl-1H-pyrrolo[3,2-b]-pyridin-2-yl)-1H-1,2,4-triazol-3-yl)propanenitrile ClC=1C=C2C(=NC1OC)C(=C(N2C)C2=NC(=NN2)[C@@H](C#N)C)N2C=NC=C2